(S)-tert-butyl 1-(9H-fluoren-9-yl)-3,6-dioxo-5-(2-oxo-2-(tritylamino)ethyl)-2,10,13-trioxa-4,7-diazahexadecan-16-oate C1=CC=CC=2C3=CC=CC=C3C(C12)COC(N[C@H](C(NCCOCCOCCC(=O)OC(C)(C)C)=O)CC(NC(C1=CC=CC=C1)(C1=CC=CC=C1)C1=CC=CC=C1)=O)=O